N1(C=CC2=CC=CC=C12)CC(=O)N 1H-indol-1-ylacetamide